NCCC1=C(C=CC=C1)[Pd] [2-(2-aminoethyl)phenyl]palladium